N[C@H](C(=O)O)CC1=C(C(=CC(=C1)F)B(O)O)O (2S)-2-amino-3-[3-(dihydroxyboranyl)-5-fluoro-2-hydroxyphenyl]propanoic acid